6-(ethoxymethoxy)-5'-methyl-4-(2-methyloctan-2-yl)-1',2',3',4'-tetrahydro-[1,1'-biphenyl]-2-ol C(C)OCOC=1C=C(C=C(C1C1CCCC(=C1)C)O)C(C)(CCCCCC)C